(2S)-N-(1-cyano-2-(3-fluoro-5-(3-methyl-2-oxo-2,3-dihydrobenzo[d]oxazole-5-yl)thiophen-2-yl)ethyl)-1,4-oxazepane-2-carboxamide C(#N)C(CC=1SC(=CC1F)C=1C=CC2=C(N(C(O2)=O)C)C1)NC(=O)[C@H]1OCCCNC1